ClC1=NC=C(C(=N1)NCC1CCOCC1)C(=O)N 2-chloro-4-(((tetrahydro-2H-pyran-4-yl)methyl)amino)pyrimidin-5-carboxamide